N1(CCC1)CCNC=1C=NC2=CC=C(N=C2C1)C=1C(=NNC1)C1=C(C=CC(=C1)Cl)F N-[2-(azetidin-1-yl)ethyl]-6-[3-(5-chloro-2-fluoro-phenyl)-1H-pyrazol-4-yl]-1,5-naphthyridin-3-amine